COC(=O)C1CC=2N(CC1)C=C(N2)C(=O)O 7-(Methoxycarbonyl)-5,6,7,8-tetrahydroimidazo[1,2-a]pyridine-2-carboxylic acid